2-Cyclopropyl-N-[(4-fluorophenyl)-methyl]-4-methyl-6-[(3R)-3-methyl-morpholin-4-yl]-pyridine-3-carboxylic acid amide C1(CC1)C1=NC(=CC(=C1C(=O)NCC1=CC=C(C=C1)F)C)N1[C@@H](COCC1)C